(2s,3s)-2-amino-N-(2-benzoyl-4-methoxyphenyl)-3-methylpentanamide N[C@H](C(=O)NC1=C(C=C(C=C1)OC)C(C1=CC=CC=C1)=O)[C@H](CC)C